N-(3-chlorobenzyl)-4-(1H-pyrrolo[3,2-c]pyridin-4-yl)benzamide ClC=1C=C(CNC(C2=CC=C(C=C2)C2=NC=CC3=C2C=CN3)=O)C=CC1